BrC1=CC(=C2C(NN=C(C2=C1)C(=O)OC)=O)I methyl 7-bromo-5-iodo-4-oxo-3,4-dihydrophthalazine-1-carboxylate